FC(C1=CC(=NO1)C(=O)N1CC2(CC2)C[C@H]1C(=O)N[C@@H](C[C@H]1C(NCC1)=O)C(COC(F)(F)F)=O)F (S)-5-(5-(difluoromethyl)-isoxazole-3-carbonyl)-N-((S)-3-oxo-1-((S)-2-oxopyrrolidin-3-yl)-4-(trifluoromethoxy)butan-2-yl)-5-azaspiro[2.4]-heptane-6-carboxamide